N-[(3S,4S)-1-methyl-3-methyl-4-piperidyl]-5-[3-(4-mesyl-2-anisidino)-1-propynyl]-3-(2,2,2-trifluoroethyl)-7-indolecarboxamide CN1C[C@@H]([C@H](CC1)NC(=O)C=1C=C(C=C2C(=CNC12)CC(F)(F)F)C#CCNC=1C(OC)=CC=C(C1)S(=O)(=O)C)C